CC(C[C@@H](C(N1[C@H](CC2(OCC(CO2)CN2CCC3(CC3)CC2)CC1)C)=O)N1C([C@@H](NCC1)CC(C)C)=O)C (3S)-1-[(2S)-4-methyl-1-oxo-1-[(3r,6r,8S)-3-{6-azaspiro[2.5]octan-6-ylmethyl}-8-methyl-1,5-dioxa-9-azaspiro[5.5]undec-an-9-yl]pentan-2-yl]-3-(2-methylpropyl)piperazin-2-one